5-difluoromethyl-3-methylcyclopentene-1,4-diene-1-carboxamide FC(C1=CC(=C=C1C(=O)N)C)F